N12NCC(C1)(C2)C(=O)N diazabicyclo[2.1.1]hexane-4-carboxamide